4-(7-(pyridin-3-yl)-4-(pyrrolidin-3-ylmethoxy)-6,7-dihydro-5H-pyrrolo[2,3-d]pyrimidin-2-yl)morpholine N1=CC(=CC=C1)N1CCC2=C1N=C(N=C2OCC2CNCC2)N2CCOCC2